(1R,3S)-3-(3-((2-(methylamino)pyrimidin-4-yl)amino)-1H-pyrazol-5-yl)cyclopentyl (1-methylcyclopropyl)carbamate CC1(CC1)NC(O[C@H]1C[C@H](CC1)C1=CC(=NN1)NC1=NC(=NC=C1)NC)=O